CON(S(=O)(=O)C1=CC=C(C=C1)N\C(=C\1/C(NC2=CC(=CC=C12)C(=O)OC)=O)\C1=CC=CC=C1)C (Z)-Methyl 3-(((4-(N-methoxy-N-methylsulfamoyl)phenyl)amino)(phenyl)methylene)-2-oxoindoline-6-carboxylate